N-(1-(3-((2,6-dioxopiperidin-3-yl)amino)phenyl)piperidin-4-yl)-6-fluoro-5-(4-((5-fluoro-2-methyl-3-oxo-3,4-dihydroquinoxalin-6-yl)methyl)piperazin-1-yl)picolinamide O=C1NC(CCC1NC=1C=C(C=CC1)N1CCC(CC1)NC(C1=NC(=C(C=C1)N1CCN(CC1)CC=1C(=C2NC(C(=NC2=CC1)C)=O)F)F)=O)=O